C(C=C)N1CC1 1-(2-propenyl)aziridine